FC=1C=C(C=CC1F)NC(=O)C=1C(=CN2CCCC12)C N-(3,4-difluorophenyl)-6-methyl-2,3-dihydro-1H-pyrrolizine-7-carboxamide